OC(COCCO)C 2-hydroxyethyl (2-hydroxypropyl) ether